4,4-Dimethylpyrrolidone CC1(CC(NC1)=O)C